Di(4-cyanophenyl)(p-tolyl)bismuthane C(#N)C1=CC=C(C=C1)[Bi](C1=CC=C(C=C1)C)C1=CC=C(C=C1)C#N